Allyl (6aS)-3-hydroxy-2,6-dimethoxy-12-oxo-8-(thiophen-3-yl)-6,6a,7,10-tetrahydrobenzo[e]pyrido[1,2-a][1,4]diazepine-5(12H)-carboxylate OC=1C(=CC2=C(N(C([C@H]3N(C2=O)CC=C(C3)C3=CSC=C3)OC)C(=O)OCC=C)C1)OC